C1(CC1)C=1N=CC(=NC1)C=1C=C(C=C(C1)F)C1=NN=C2N1C1=CC=C(C=C1C(=N2)NC)C(F)(F)F (3-(5-Cyclopropylpyrazin-2-yl)-5-fluorophenyl)-N-methyl-7-(trifluoromethyl)-[1,2,4]triazolo[4,3-a]quinazolin-5-amine